[4-(trifluoromethyl)phenyl]pyrimidin-4-amine FC(C1=CC=C(C=C1)C1=NC=CC(=N1)N)(F)F